1-(4-(2-fluorophenoxy)phenyl)ethanone FC1=C(OC2=CC=C(C=C2)C(C)=O)C=CC=C1